methyl-N-(3-methyl-1,2,4-thiadiazol-5-yl)-4-[(1-methylcyclopropyl)amino]furo[2,3-d]pyrimidine-5-carboxamide CC=1N=C(C2=C(N1)OC=C2C(=O)NC2=NC(=NS2)C)NC2(CC2)C